R-(-)-3-carbamoylmethyl-5-methylhexanoic acid C(N)(=O)C[C@H](CC(=O)O)CC(C)C